n-butyl sec-butylphosphinate C(C)(CC)P(OCCCC)=O